N-[4-fluoro-5-[6-(2-methoxyethoxy)pyridin-3-yl]-2-[rac-(3R,5S)-3,4,5-trimethylpiperazin-1-yl]phenyl]-1-methyl-6-oxo-4-(trifluoromethyl)pyridine-3-carboxamide FC1=CC(=C(C=C1C=1C=NC(=CC1)OCCOC)NC(=O)C1=CN(C(C=C1C(F)(F)F)=O)C)N1C[C@H](N([C@H](C1)C)C)C |r|